2-[[5-fluoro-4-oxo-7-(4,4,5,5-tetramethyl-1,3,2-dioxaborolan-2-yl)-3H-phthalazin-1-yl]methyl]isoindoline-1,3-dione FC1=C2C(NN=C(C2=CC(=C1)B1OC(C(O1)(C)C)(C)C)CN1C(C2=CC=CC=C2C1=O)=O)=O